4-(1-acetyl-4-piperidinyl)-5-chloro-2-(4-pyridinyl)-1H-pyrimidin-6-one C(C)(=O)N1CCC(CC1)C=1N=C(NC(C1Cl)=O)C1=CC=NC=C1